(5-methoxy-3-methylphenyl)acetonitrile COC=1C=C(C=C(C1)CC#N)C